NC=1NC=2NCC(N(C2C(N1)=O)C=O)CNC1=CC=C(C(=O)NC(C(=O)O)CCC(=O)O)C=C1 2-{[4-[(2-amino-5-formyl-4-oxo-5,6,7,8-tetrahydro-1H-pteridin-6-yl)methylamino]benzoyl]amino}pentanedioic acid